tert-Butyl (tert-butoxycarbonyl)(6-((4'-oxo-4',5'-dihydrospiro[cyclohexane-1,6'-imidazo[1,5-b]pyrazol]-2'-yl)amino)pyrimidin-4-yl)carbamate C(C)(C)(C)OC(=O)N(C(OC(C)(C)C)=O)C1=NC=NC(=C1)NC=1C=C2N(N1)C1(NC2=O)CCCCC1